CN1C=CC=2C1=NC(=CC2C(=O)N2CCCC2)C=2C=C1CN(C(C1=CC2)=O)C2C(NC(CC2)=O)=O 3-(5-(1-methyl-4-(pyrrolidine-1-carbonyl)-1H-pyrrolo[2,3-b]pyridin-6-yl)-1-oxoisoindolin-2-yl)piperidine-2,6-dione